3-((6-(4-((((R)-1-cyclopentylethoxy)carbonyl)amino)-3-methylisoxazol-5-yl)-2-methylpyridin-3-yl)oxy)cyclohexanecarboxylic acid C1(CCCC1)[C@@H](C)OC(=O)NC=1C(=NOC1C1=CC=C(C(=N1)C)OC1CC(CCC1)C(=O)O)C